tert-butyl-dimethyl-(2-tetrahydropyran-2-ylpyrazol-3-yl)silane C(C)(C)(C)[Si](C=1N(N=CC1)C1OCCCC1)(C)C